O=C([C@H](CC1=CC=CC=C1)NC(OCC1=CC=CC=C1)=O)N[C@@H](CC1=CC=CC=C1)\C=C\C=1SC=CN1 Benzyl ((S)-1-Oxo-3-phenyl-1-(((S,E)-1-phenyl-4-(thiazol-2-yl)-but-3-en-2-yl)amino)propan-2-yl)carbamate